(1S)-1-(5-bromo-2-pyridyl)-2,2,2-trifluoro-N-methyl-ethanamine BrC=1C=CC(=NC1)[C@@H](C(F)(F)F)NC